C(C)(=O)O.BrC1=CC(=C(C=C1)NC1=C(C=2N(C=C1C(=O)N1CC(C1)(O)C1NCCCC1)C=CN2)Cl)Cl 1-({7-[(4-bromo-2-chlorophenyl)amino]-8-chloroimidazo[1,2-a]pyridin-6-yl}carbonyl)-3-piperidin-2-ylazetidin-3-ol acetate salt